3-(Benzofuran-3-yl)-N,N-di(cyclopropyl)-1-(2,2,2-trifluoroethyl)pyrazolo[4,3-c]pyridin-6-carboxamid O1C=C(C2=C1C=CC=C2)C2=NN(C1=C2C=NC(=C1)C(=O)N(C1CC1)C1CC1)CC(F)(F)F